6-(5-(((1R,2R,3S,5S)-2-fluoro-8-azabicyclo[3.2.1]octan-3-yl)oxy)pyrazin-2-yl)isoquinolin-7-ol F[C@@H]1[C@H]2CC[C@@H](C[C@@H]1OC=1N=CC(=NC1)C=1C=C3C=CN=CC3=CC1O)N2